N[C@H](C=1N=C2N(N=C(C(=C2)N(C)C2CC2)CC2C(NC[C@@H](C2)C(F)(F)F)=O)C1)C1CCC(CC1)(F)F (5R)-3-((2-((S)-amino(4,4-difluorocyclohexyl)methyl)-7-(cyclopropyl(methyl)amino)imidazo[1,2-b]pyridazin-6-yl)methyl)-5-(trifluoromethyl)piperidin-2-one